COC1=CC=C2C=NN(C2=C1NS(=O)(=O)C=1C=NN(C1)C1=NC=C(C(=O)N(C)C)C(=C1)C)C 6-(4-(N-(6-METHOXY-1-METHYL-1H-INDAZOL-7-YL)SULFAMOYL)-1H-PYRAZOL-1-YL)-N,N,4-TRIMETHYLNICOTINAMIDE